1-[3-chloro-4-(trifluoromethoxy)phenyl]-2-ethynyl-6-[3-(2,2,2-trifluoroethyl)phenyl]benzimidazole ClC=1C=C(C=CC1OC(F)(F)F)N1C(=NC2=C1C=C(C=C2)C2=CC(=CC=C2)CC(F)(F)F)C#C